2-(2-methylprop-1-en-1-yl)-7-phenyl-N-(1-(3,4,5-trimethoxyphenyl)-1H-imidazol-4-yl)-6,7-dihydro-5H-cyclopenta[d]pyrimidin-4-amine CC(=CC=1N=C(C2=C(N1)C(CC2)C2=CC=CC=C2)NC=2N=CN(C2)C2=CC(=C(C(=C2)OC)OC)OC)C